C(C1=CC(O)=C(O)C=C1)(=O)[O-] protocatechuate